2-(4-methoxyphenyl)-8-methyl[1,2,4]triazolo[1,5-c]quinazolin COC1=CC=C(C=C1)C1=NN2C=NC=3C=C(C=CC3C2=N1)C